4-((S)-4,4-difluoro-1-((s)-1-((5-(4-fluorophenoxy)pyridin-2-yl)amino)-1-oxopropan-2-yl)piperidin-3-yl)-2-(hydroxymethyl)pyridine 1-oxide FC1([C@H](CN(CC1)[C@H](C(=O)NC1=NC=C(C=C1)OC1=CC=C(C=C1)F)C)C1=CC(=[N+](C=C1)[O-])CO)F